COCC1(N2CCC(C1=O)CC2)COP(=O)(OC2=CC=CC=C2)N[C@H](C(=O)OC(C)C)C isopropyl (2S)-2-([[2-(methoxymethyl)-3-oxo-1-azabicyclo[2.2.2]octan-2-yl]methoxy(phenoxy)phosphoryl]amino)propanoate